(Z)-4-((tert-butyldimethylsilyl)oxy)but-2-enal [Si](C)(C)(C(C)(C)C)OC\C=C/C=O